3-(isoquinolin-4-yl)-1-(2-methoxy-4-(trifluoromethyl)phenyl)-2-oxoimidazoline-4-carbonitrile C1=NC=C(C2=CC=CC=C12)N1C(N(CC1C#N)C1=C(C=C(C=C1)C(F)(F)F)OC)=O